Cl.CC1=CC=C(C=C1)NS(=O)(=O)C1=CC=C(C(=O)NC=2SC=C(N2)C2=CC=CC=C2)C=C1 4-(N-(4-methylphenyl)sulfamoyl)-N-(4-phenylthiazol-2-yl)benzamide hydrochloride